(13S)-9-(2-chlorophenyl)-3-methyl-N,N-dipropyl-16-thia-2,4,5,8-tetraazatetracyclo[8.6.0.02,6.011,15]hexadeca-1(10),3,5,11(15)-tetraene-13-carboxamide ClC1=C(C=CC=C1)C1NCC2=NN=C(N2C=2SC=3C[C@H](CC3C12)C(=O)N(CCC)CCC)C